ClC1=CC=C(OCC(=O)NC(=O)C23CC(C2)(C3)N(CC(C3(CCC3)OC(F)(F)F)=O)C=O)C=C1 2-(4-chlorophenoxy)-N-[3-[formyl-[2-oxo-2-[3-cis-(trifluoromethoxy)cyclobutyl]ethyl]amino]-1-bicyclo[1.1.1]pentanoyl]acetamide